OC1=C2C(C=C(OC2=C(C(=C1)O)OC1CCN(CC1)C)C1=CC=C(C=C1)N1C(CNCC1)C)=O 5,7-dihydroxy-8-((1-methylpiperidin-4-yl)oxy)-2-(4-(methylpiperazin-1-yl)phenyl)-4H-chromen-4-one